1-(6-Aminopyridin-2-yl)pyrrolidine-3-carboxylic acid methyl ester COC(=O)C1CN(CC1)C1=NC(=CC=C1)N